ClC=1C(=NC(=NC1)NC1=C(C=CC(=C1)OC)C)NC1=C(C=CC=C1)C1=NOC(=N1)C 5-Chloro-N2-(5-methoxy-2-methylphenyl)-N4-(2-(5-methyl-1,2,4-oxadiazol-3-yl)phenyl)pyrimidine-2,4-diamine